ClC=1C=CC(=C(OC2=CC=CC(=N2)S(=O)(=O)NC(=O)C=2C(=NC=CC2)N2C(CC(C2)C)(C)C)C1)OC N-[[6-(5-Chloro-2-methoxyphenoxy)-2-pyridyl]sulfonyl]-2-(2,2,4-trimethylpyrrolidin-1-yl)pyridin-3-carboxamid